CN1C(N(CC=2C1=NC(=NC2)S(=O)(=O)C)CC2=C(C=CC=C2)[N+](=O)[O-])=O 1-methyl-7-(methylsulfonyl)-3-(2-nitrobenzyl)-3,4-dihydropyrimido[4,5-d]pyrimidin-2(1H)-one